3,7-Dithia-1,9-nonanediol C(CSCCCSCCO)O